C1(CC1)C1=C(C=C(C=C1)C(NC(=O)C1N(CC(C1)F)C(CN1C(C2=CC=CC=C2C1)=O)=O)C1=CC=CC=C1)F N-[(4-cyclopropyl-3-fluorophenyl)(phenyl)methyl]-4-fluoro-1-[2-(1-oxo-2,3-dihydro-1H-isoindol-2-yl)acetyl]pyrrolidine-2-carboxamide